O=C(C(C(=O)O)CC1=NOC(=C1)C(F)(F)F)C1=CC=CC=C1 3-oxo-3-phenyl-2-((5-(trifluoromethyl)isoxazol-3-yl)methyl)propanoic acid